C(C1=CC=CC=C1)OC1=CC(=C(C=C1)NC(=O)C1=C(C=NN1C1CCN(CC1)C(=O)OC(C)(C)C)Cl)C tert-butyl 4-(5-((4-(benzyloxy)-2-methylphenyl)carbamoyl)-4-chloro-1H-pyrazol-1-yl)piperidine-1-carboxylate